(S)-4-chloro-N-(4-(1-((4-methyl-4H-1,2,4-triazol-3-yl)thio)ethyl)pyridin-2-yl)-6-(trifluoromethyl)picolinamide ClC1=CC(=NC(=C1)C(F)(F)F)C(=O)NC1=NC=CC(=C1)[C@H](C)SC1=NN=CN1C